gamma-aminohydroxybutyric acid NCCC(C(=O)O)O